[Si](C1=CC=CC=C1)(C1=CC=CC=C1)(C(C)(C)C)OC[C@@H]1C(C2C(OC(O2)(C)C)O1)=O (5R)-5-(((tert-butyldiphenylsilyl)oxy)methyl)-2,2-dimethyldihydrofuro[2,3-d][1,3]dioxol-6(5H)-one